4,7,13,21-tetramethyl-1,4,7,10,13,16,21,24-octaazabicyclo[8.8.8]hexacosane CN1CCN2CCNCCN(CCN(CCN(CC1)C)CCNCCN(CC2)C)C